N1CCC(CC1)C1(CCC(CC1)N)N 4-(piperidin-4-yl)cyclohexane-1,4-diamine